NC=1C(=C(C=C(C1N)C(F)(F)F)C1=CC(=CC(=C1)C(F)(F)F)N)N 3,3'-diamino-5,5'-bis(trifluoromethyl)diaminobiphenyl